(R)-4-Amino-N-[(1-ethyl-2-pyrrolidinyl)methyl]-5-(ethyl-sulfonyl)-2-methoxybenzamide NC1=CC(=C(C(=O)NC[C@@H]2N(CCC2)CC)C=C1S(=O)(=O)CC)OC